Phosphonoundecyl acrylate C(C=C)(=O)OCCCCCCCCCCCP(=O)(O)O